FC(O[C@H](C)C1=CC(=NC=C1)C(=O)NC1=CC(=C(C=C1)C)C=1C=NC2=CC(=NC=C2C1)NC)F (R)-4-(1-(difluoromethoxy)ethyl)-N-(4-methyl-3-(7-(methylamino)-1,6-naphthyridin-3-yl)phenyl)picolinamide